BrC1=CC=C2N=CC(=NC2=C1)N 7-Bromoquinoxalin-2-amine